C(C)C1=CC(=NN1)NC1=NC(=NC2=CC(=C(C=C12)OC)OCCCN1CCCC1)N1CCN(CC1)C N-(5-ethyl-1H-pyrazol-3-yl)-6-methoxy-2-(4-methylpiperazin-1-yl)-7-(3-(pyrrolidin-1-yl)propoxy)quinazolin-4-amine